ClC1=CC(=C(C=C1F)NC1=CC(=NC=C1C(=O)NOCC)NC1=NC(=NC(=C1)C)C)N(S(=O)(=O)C)C 4-((4-chloro-5-fluoro-2-(N-methyl-methanesulfonamido)phenyl)amino)-6-((2,6-dimethyl-pyrimidin-4-yl)amino)-N-ethoxynicotinamide